FC1=C(C=CC=C1F)[C@H]([C@H]1[C@@H]2N(C(C=3N1N=CC(C3OC(=O)N3CCC(CC3)N3CCCCC3)=O)=O)CCC2)C2=CC=CC=C2 (9aR,10S)-10-((R)-(2,3-difluorophenyl)(phenyl)methyl)-3,5-dioxo-3,5,8,9,9a,10-hexahydro-7H-pyrrolo[1',2':4,5]pyrazino[1,2-b]pyridazin-4-yl[1,4'-bipiperidine]-1'-carboxylate